N-(2-(1-(2H-pyrazolo[4,3-d]pyrimidin-7-yl)piperidin-4-yl)ethyl)sulfamide N=1NC=C2N=CN=C(C21)N2CCC(CC2)CCNS(=O)(=O)N